P(=O)(O)(O)[O-].C(C=C)[N+](C)(C)CC=C diallyl-dimethyl-ammonium dihydrogen phosphate